6-(2-(2-oxo-2-(4-(5-(trifluoromethyl)pyrimidin-2-yl)piperazin-1-yl)ethyl)phenyl)-4-(trifluoromethyl)pyridazin-3(2H)-one O=C(CC1=C(C=CC=C1)C=1C=C(C(NN1)=O)C(F)(F)F)N1CCN(CC1)C1=NC=C(C=N1)C(F)(F)F